1-methyl-3-(N-methylacetamido)-1H-pyrazol CN1N=C(C=C1)N(C(C)=O)C